C1(=CC(=CC=C1)CC(=O)N1CCC=2C1=CN=CC2C2=CC=C(C#N)C=C2)C 4-{1-[2-(m-tolyl)acetyl]-2,3-dihydro-1H-pyrrolo[2,3-c]pyridin-4-yl}Benzonitrile